F[C@@H]1[C@@]2(C[C@H]([C@H](C[C@H]1C(=C)C1=CC=C(N=N1)C1=C(C=C(C=C1)N1C=NC=C1)O)N2)OC)C 2-(6-(1-((1S,2S,3S,5S,6R)-2-fluoro-6-methoxy-1-methyl-8-azabicyclo[3.2.1]octan-3-yl)vinyl)pyridazin-3-yl)-5-(1H-imidazol-1-yl)phenol